(3-methyl-1H-pyrrolo[2,3-b]pyridin-5-yl)boric acid CC1=CNC2=NC=C(C=C21)OB(O)O